6-(4-(3-((dimethylamino)methyl)-3-fluoropyrrolidin-1-yl)-5,6-difluoro-8-(methylamino)-9H-pyrido[2,3-b]indol-3-yl)-1-(methylamino)-4-oxo-1,4-dihydro-1,8-naphthyridine-3-carboxylic acid CN(C)CC1(CN(CC1)C1=C(C=NC=2NC3=C(C=C(C(=C3C21)F)F)NC)C=2C=C1C(C(=CN(C1=NC2)NC)C(=O)O)=O)F